C1=CNC=2C(NC=3C=CC=CC3C21)=O 4,5-Dihydro-3H-pyrrolo[2,3-c]quinolin-4-one